C(C)N1CN(C(N(C1)CO)=O)CO 5-ethyl-1,3-bis(hydroxymethyl)-perhydro-1,3,5-triazin-2-one